6-(4-(N-methylsulfamoyl)phenyl)pyrazine-2-carboxamide CNS(=O)(=O)C1=CC=C(C=C1)C1=CN=CC(=N1)C(=O)N